3-amino-2,6-dichloro-N-(4-fluoro-3-methoxybenzyl)benzamide NC=1C(=C(C(=O)NCC2=CC(=C(C=C2)F)OC)C(=CC1)Cl)Cl